CN1CC2(C(N(CC3=C2N=C(N=C3)SC)[C@H]3C[C@H](OCC3)C)=O)C1 1-methyl-6'-((2R,4R)-2-methyltetrahydro-2H-pyran-4-yl)-2'-(methylthio)-5',6'-dihydro-7'H-spiro[azetidine-3,8'-pyrido[4,3-d]pyrimidin]-7'-one